2-(1-(4-(1-hydroxyethyl)piperidine-1-carbonyl)piperidin-4-ylidene)-2-(4-(trifluoromethoxy)phenyl)acetonitrile OC(C)C1CCN(CC1)C(=O)N1CCC(CC1)=C(C#N)C1=CC=C(C=C1)OC(F)(F)F